FC1=CC(=C(C(=O)NC2=C(C=C(C(=C2)C=2C=NC(=NC2)N2CCNCC2)F)N2C[C@H](N([C@H](C2)C)C)C)C=C1)C(F)(F)F |r| 4-fluoro-N-[4-fluoro-5-(2-piperazin-1-ylpyrimidin-5-yl)-2-[rac-(3R,5S)-3,4,5-trimethylpiperazin-1-yl]phenyl]-2-(trifluoromethyl)benzamide